bis[di-t-butyl-(4-dimethylaminophenyl)phosphine] palladium dichloride [Pd](Cl)Cl.C(C)(C)(C)P(C1=CC=C(C=C1)N(C)C)C(C)(C)C.C(C)(C)(C)P(C1=CC=C(C=C1)N(C)C)C(C)(C)C